NC1=NC(=C2N(C(N(C2=N1)C(=O)OC(C)(C)C)=O)C)Cl tert-butyl 2-amino-6-chloro-7-methyl-8-oxo-purine-9-carboxylate